COC1(C(N(C1)C1=NC(=CC2=C1N=C(N=C2)NC2=C(C=C(C=C2)C2=NN=CN2C)OC)C)(C)C)C 8-(3-methoxy-2,2,3-trimethylazetidin-1-yl)-N-(2-methoxy-4-(4-methyl-4H-1,2,4-triazol-3-yl)phenyl)-6-methylpyrido[3,4-d]pyrimidin-2-amine